3-(3-Fluoro-4-piperidin-4-yl-phenylamino)-piperidine-2,6-dione hydrochloride Cl.FC=1C=C(C=CC1C1CCNCC1)NC1C(NC(CC1)=O)=O